2-((2-(2-hydroxyethoxy)ethyl)(methyl)amino)ethanol OCCOCCN(CCO)C